5-(difluoromethyl)-4-(2-methoxy-1,3-thiazol-5-yl)-N-(1-methylsulfonyl-piperidin-4-yl)pyrimidin-2-amine FC(C=1C(=NC(=NC1)NC1CCN(CC1)S(=O)(=O)C)C1=CN=C(S1)OC)F